O1CCN(CC1)C1=CC=C(C=N1)NC=1N=CC2=C(N1)N(C(C(=C2)OC2=CC=CC=C2)=O)C=2C=C(C=CC2)NC(OC(C)(C)C)=O tert-butyl (3-(2-((6-morpholinopyridin-3-yl)amino)-7-oxo-6-phenoxypyrido[2,3-d]pyrimidin-8(7H)-yl)phenyl)carbamate